P(OC)(OC)(OC1=NN(C(=N1)Cl)C(C)C)=S O,O-Dimethyl O-(1-isopropyl-5-chloro-1,2,4-triazol-3-yl) phosphorothioate